FC=1C=C2C(C=C(N(C2=CC1)C1CCC(CC1)O)C)=O 6-fluoro-1-((1r,4r)-4-hydroxycyclohexyl)-2-methylquinolin-4(1H)-one